palladium (II) bis(triisopropylphosphine) C(C)(C)P(C(C)C)C(C)C.C(C)(C)P(C(C)C)C(C)C.[Pd+2]